C1(CC1)COC1=C(C=C(C=C1OC)CCN)OC 2-[4-(cyclopropylmethoxy)-3,5-dimethoxyphenyl]ethanamine